4-[(3S)-3-amino-3-methylpyrrolidin-1-yl]-5-(3-chloro-4-fluorophenyl)-6-methoxy-N-[(2S)-1,1,1-trifluoropropan-2-yl]pyridine-3-carboxamide N[C@@]1(CN(CC1)C1=C(C=NC(=C1C1=CC(=C(C=C1)F)Cl)OC)C(=O)N[C@H](C(F)(F)F)C)C